methoxy-1-propyl-1-propanesulfonate COC(CC)(S(=O)(=O)[O-])CCC